undec-10-en-1-yl 6-bromohexanoate BrCCCCCC(=O)OCCCCCCCCCC=C